[In+3].FC1=C(COC2=C(C=C(C=C2)/C=C/C(=O)N2CCNCC2)OC)C=CC=C1 (E)-3-(4-((2-fluorobenzyl)oxy)-3-methoxyphenyl)-1-(piperazin-1-yl)prop-2-en-1-one indium (III)